O=C(CN(C(C(C)(C)C)=O)CC1=C(CNC(OC(C)(C)C)=O)C=CC=C1)NC=1C=C2CC3(C(NC4=NC=CC=C43)=O)CC2=CC1 tert-Butyl 2-((N-(2-oxo-2-((2'-oxo-1,1',2',3-tetrahydrospiro[indene-2,3'-pyrrolo[2,3-b]pyridin]-5-yl)amino)ethyl)pivalamido) methyl)benzylcarbamate